2-(piperidin-3-yl)hexahydro-3H-pyrrolo[1,2-c]imidazol-3-one N1CC(CCC1)N1C(N2C(C1)CCC2)=O